FC=1C=C(CN2C[C@H](N(CC2)C(=O)OC=2C=NC=C(C2)F)C)C=C(C1)C(F)(F)F 5-Fluoropyridin-3-yl (R)-4-(3-fluoro-5-(trifluoromethyl)benzyl)-2-methylpiperazine-1-carboxylate